CC(C(=O)O)C=1C=CC2=C(CC=3C(=NC=CC3)O2)C1 α-methyl-5H-[1]benzopyrano[2,3-b]pyridine-7-acetic acid